NC1CC(C1)C=1C=C2C(=C(NC2=CC1)C=1C(=C(C(N(C1)C)=O)C)C)C(C)C 5-(5-(3-aminocyclobutyl)-3-isopropyl-1H-indol-2-yl)-1,3,4-trimethylpyridin-2(1H)-one